benzyl ((1S)-cyclohexyl(6-((R)-4-ethyl-2-oxoimidazolidin-1-yl)-6-(methylcarbamoyl)-1,5,6,7-tetrahydroindeno[5,6-d]imidazol-2-yl)methyl)carbamate C1(CCCCC1)[C@@H](C1=NC2=C(N1)C=C1CC(CC1=C2)(C(NC)=O)N2C(N[C@@H](C2)CC)=O)NC(OCC2=CC=CC=C2)=O